CC(N(CCC)C)CC1=CNC2=CC=CC=C12 Dimethylpropyltryptamine